C(C)(C)(C)NC1CN(CC1)C=1N=NC(=CN1)C1=C(C=C(C=C1)N1C=NC(=C1)C)O 2-{3-[3-(tert-butylamino)pyrrolidin-1-yl]-1,2,4-triazin-6-yl}-5-(4-methyl-1H-imidazol-1-yl)phenol